BrC=1C=C(C=CC1)N(C1=NC(=NC2=CC(=C(C=C12)F)F)NN)C N-(3-bromophenyl)-6,7-difluoro-2-hydrazino-N-methyl-quinazolin-4-amine